C(C)(C)(C)OC(NC(C)(C)C1=NC(=C2N1C=CC=C2C)I)=O (2-(1-iodo-8-methylimidazo[1,5-a]pyridin-3-yl)propan-2-yl)carbamic acid tert-butyl ester